(3-(2-(6-(Difluoromethyl)imidazo[1,2-a]pyrazin-3-yl)pyrimidin-4-yl)-3-azabicyclo[3.1.0]hexan-1-yl)methanol FC(C=1N=CC=2N(C1)C(=CN2)C2=NC=CC(=N2)N2CC1(CC1C2)CO)F